N-(2,6-dioxopiperidin-3-yl)thiazolo[5,4-b]pyridine-7-carboxamide O=C1NC(CCC1NC(=O)C1=C2C(=NC=C1)SC=N2)=O